OCC1=CC(=NO1)C1=NN=C2N1N=C(C1=CC=CC=C21)OCC2=NC=C(C(=O)NN1CCOCC1)C=C2 6-(((3-(5-(hydroxymethyl)isoxazol-3-yl)-[1,2,4]triazolo[3,4-a]phthalazin-6-yl)oxy)methyl)-N-morpholinonicotinamide